C(C)(C)(C)O[Ti](OC(C)(C)C)(OC(C)(C)C)OC(C)(C)C tetratertiarybutoxytitanium